(2S)-2-methyl-5-((2-methylpiperazin-1-yl)methyl)-1,3,4-thiadiazol CC=1SC(=NN1)CN1[C@H](CNCC1)C